N-(Oxetan-3-yl)-1,2,3,4-tetrahydroisoquinolin-8-amine TFA salt OC(=O)C(F)(F)F.O1CC(C1)NC=1C=CC=C2CCNCC12